C1CC12CNCC2NC2=CC=C(C(=N2)C)C=2N=C(N(C2)C)C(C)(C)O 2-(4-(6-((5-azaspiro[2.4]hept-7-yl)amino)-2-methylpyridin-3-yl)-1-methyl-1H-imidazol-2-yl)propan-2-ol